C(CCC)[Sn](C1=CC=[N+](C=C1)[O-])(CCCC)CCCC 4-(tributylstannyl)pyridine 1-oxide